C(CCCCC\C=C\C=C)(=O)OC\C=C\CCC (E)-2-hexenyl (7E)-7,9-decadienoate